N-((1-methylpiperidin-4-yl)methyl)-3-(2,2,2-trifluoroethyl)benzo[b]thiophen-7-amine CN1CCC(CC1)CNC1=CC=CC2=C1SC=C2CC(F)(F)F